C(C)N(CCCN1N=NN(C1=S)C1=C(C=CC=C1)OC)CC 1-(3-(diethylamino)propyl)-4-(methoxyphenyl)-1,4-dihydro-5H-tetrazole-5-thione